(Z)-N-(2,2-diphenylethyl)-N'-phenylthiophene-2-carboximidamide C1(=CC=CC=C1)C(CN\C(=N/C1=CC=CC=C1)\C=1SC=CC1)C1=CC=CC=C1